BrC=1C(=NC(=NC1)N(CCCO)C)OC 3-((5-bromo-4-methoxypyrimidin-2-yl)(methyl)amino)propan-1-ol